N(=[N+]=[N-])CC1=CC=C(C=C1)C=1C(=CC=CC1)C(=O)N 4'-(azidomethyl)-[1,1'-biphenyl]-2-carboxamide